(Z)-2-(2-(2-chloro-3-(methoxymethoxy)phenyl)-1-fluorovinyl)-4,4,5,5-tetramethyl-1,3,2-dioxaborolane ClC1=C(C=CC=C1OCOC)\C=C(/F)\B1OC(C(O1)(C)C)(C)C